[5-(trifluoromethyl)-2-thienyl]propan-1-ol FC(C1=CC=C(S1)C(CC)O)(F)F